C(CC)(=O)OC(C(C(OC(CC)=O)C1=CC=CC=C1)C)C1=CC=CC=C1 1,3-diphenyl-2-methyl-1,3-propanediol dipropionate